tert-Butoxycarbonylpiperidine-4-carboxylic acid C(C)(C)(C)OC(=O)N1CCC(CC1)C(=O)O